C1(=CC=CC=C1)C1(CC1)C1=NNC2=C1C=1N(C(=N2)N2CCC3(CC2)[C@@H](C2=CC=CC=C2C3)N)C=NN1 (S)-1'-(9-(1-phenylcyclopropyl)-7H-pyrazolo[4,3-e][1,2,4]triazolo[4,3-c]pyrimidin-5-yl)-1,3-dihydrospiro[indene-2,4'-piperidin]-1-amine